N1(CCC1)C1=CN(C=2N=CN=C(C21)N2[C@H](CN(CC2)C(=O)OC(C)(C)C)C)C2=NC=CC(=C2)Cl tert-butyl (S)-4-(5-(azetidin-1-yl)-7-(4-chloropyridin-2-yl)-7H-pyrrolo[2,3-d]pyrimidin-4-yl)-3-methylpiperazine-1-carboxylate